4-(5-(3,5-dichloro-4-fluorophenyl)-5-(trifluoromethyl)-4,5-dihydroisoxazol-3-yl)-N-(1-(2,2-difluoroethyl)-5-(trifluoromethyl)-1H-1,2,4-triazol-3-yl)-2-methylbenzamide ClC=1C=C(C=C(C1F)Cl)C1(CC(=NO1)C1=CC(=C(C(=O)NC2=NN(C(=N2)C(F)(F)F)CC(F)F)C=C1)C)C(F)(F)F